dipropylene glycol diethyl-hexanoate C(C)C(C(=O)O)(CCCC)CC.CC(COC(C)CO)O